ClC1=NC=C(C(=C1)C1=C(C=NC(=C1)C)C(=O)NC=1SC=2N=C(N=CC2N1)NCC(C)(C)O)OC 2'-chloro-N-(5-[(2-hydroxy-2-methylpropyl)amino]-[1,3]thiazolo[5,4-d]pyrimidin-2-yl)-5'-methoxy-6-methyl-[4,4'-bipyridine]-3-carboxamide